N,N'-bis(salicylidene)butanediamine C(C=1C(O)=CC=CC1)=NC(CCC)N=CC=1C(O)=CC=CC1